[Si](C)(C)(C(C)(C)C)OC[C@@H]1CC[C@H](CC1)C(=O)N1OCC[C@H]1C1=NC=CC=C1 [trans-4-[[tert-butyl(dimethyl)silyl]oxymethyl]cyclohexyl]-[(3S)-3-(2-pyridyl)isoxazolidin-2-yl]methanone